2,2,4,4-Tetrakis(hydroxymethyl)-1,5-pentandiol OCC(CO)(CC(CO)(CO)CO)CO